(imidazo[1,2-a]pyridin-7-yl)propan-2-ol N=1C=CN2C1C=C(C=C2)CC(C)O